amino acrylate acrylate C(C=C)(=O)O.C(C=C)(=O)ON